C(C)C1=C(C2=CC=CC=C2C=C1)O.[Na] sodium ethylnaphthol salt